C(C)(C)(C)OC(=O)N1CC(C(CC1)CN)(F)F.N1=CN=C(C2=C1NC=C2)N[C@@H]2CC[C@@H](N(C2)C(C=C)=O)C 1-((2s,5r)-5-((7H-pyrrolo[2,3-d]pyrimidin-4-yl)amino)-2-methyl-piperidin-1-yl)prop-2-en-1-one tert-butyl-4-(aminomethyl)-3,3-difluoro-piperidine-1-carboxylate